(3S)-N-tert-butyl-3-phenyl-1,2-oxazolidine-2-carboxamide C(C)(C)(C)NC(=O)N1OCC[C@H]1C1=CC=CC=C1